N-(2,5-Bis-Trifluoromethyl-Phenyl)-3-Bromo-5-Tert-Butyl-6-Hydroxy-2-Methyl-Benzamide FC(C1=C(C=C(C=C1)C(F)(F)F)NC(C1=C(C(=CC(=C1O)C(C)(C)C)Br)C)=O)(F)F